F[C@@H]1[C@@H](C1)C(=O)NC1=CC(=C2C(=N1)NN(C2=O)C)NC2=C(C=CC=C2)NS(=O)(=O)CC (1S,2S)-2-fluoro-N-(2-methyl-4-((2-(N-methylmethanesulfonylamino)phenyl)amino)-3-oxo-2,3-dihydro-1H-pyrazolo[3,4-b]pyridin-6-yl)cyclopropane-1-carboxamide